C(C)N1C(=CC2=CC(=CC=C12)C=O)C#CCNC1=CC=C(C=C1)F 1-Ethyl-2-[3-(4-fluoroanilino)prop-1-ynyl]indole-5-carbaldehyde